C(#N)[C@@H](C[C@H]1C(NCCC1)=O)NC(=O)[C@H]1N([C@H]2CC([C@@H]1CC2)(F)F)C([C@@H](CC(C)C)NC(C(F)(F)F)=O)=O (1R,3S,4R)-N-[(1R)-1-cyano-2-[(3S)-2-oxo-3-piperidyl]ethyl]-5,5-difluoro-2-[(2R)-4-methyl-2-[(2,2,2-trifluoroacetyl)amino]pentanoyl]-2-azabicyclo[2.2.2]octane-3-carboxamide